(R)-N-(2-(4-Cyanothiazolidin-3-yl)-2-oxoethyl)-6-(3,3,3-trifluoropropyl)quinoline-4-carboxamide C(#N)[C@H]1N(CSC1)C(CNC(=O)C1=CC=NC2=CC=C(C=C12)CCC(F)(F)F)=O